6-methoxy-1-((5-(methylthio)pyridin-2-yl)methyl)-7-phenyl-2-(trifluoromethyl)-1H-imidazo[4,5-c]pyridine COC1=C(C2=C(C=N1)N=C(N2CC2=NC=C(C=C2)SC)C(F)(F)F)C2=CC=CC=C2